(1-(cyclopropylmethyl)piperidin-3-yl)(4-methoxyphenyl)methanone C1(CC1)CN1CC(CCC1)C(=O)C1=CC=C(C=C1)OC